tributylphosphane C(CCC)P(CCCC)CCCC